ClC1=C(C=CC(=C1)OC1=CC=C(C=C1)Cl)C(C(=O)[O-])(CN1N=CN=C1)O 2-[2-chloro-4-(4-chlorophenoxy)phenyl]-2-hydroxy-3-(1,2,4-triazol-1-yl)propanoate